1-(3-(3-chloro-4-(6-(1-methylcyclopropoxy)-9-((4-methylpyridin-2-yl)methyl)-9H-purin-8-yl)phenoxy)propyl)azetidin-3-ol ClC=1C=C(OCCCN2CC(C2)O)C=CC1C=1N(C2=NC=NC(=C2N1)OC1(CC1)C)CC1=NC=CC(=C1)C